FC(CCC(=O)N1CC=C(CC1)B1OC(C(O1)(C)C)(C)C)(F)F 4,4,4-trifluoro-1-(4-(4,4,5,5-tetramethyl-1,3,2-dioxaborolan-2-yl)-5,6-dihydropyridin-1(2H)-yl)butan-1-one